BrC1=C(N=C2N1C=C(C=C2)Br)C2=CC=C(C=C2)F 3,6-dibromo-2-(4-fluorophenyl)imidazo[1,2-a]pyridine